COC(C[C@@H]1[C@H](CN(CC1)C(=O)C1=CC=C2C(=N1)C(CN2C2=CC(=C(C=C2)Cl)F)(C)C)OC)=O 2-((3r,4r)-1-(1-(4-chloro-3-fluorophenyl)-3,3-dimethyl-2,3-dihydro-1H-pyrrolo[3,2-b]pyridine-5-carbonyl)-3-methoxypiperidin-4-yl)acetic acid methyl ester